4-(4-bromophenyl)-1-ethyl-piperidine BrC1=CC=C(C=C1)C1CCN(CC1)CC